ClC1=CC=C(C=C1)[C@@H]1COC2=C(O1)C=CC=C2C2CCN(CC2)CC2=NC=1C(=NC(=CC1)C(=O)OC)N2C[C@H]2OCC2 methyl 2-((4-((R)-2-(4-chlorophenyl)-2,3-dihydrobenzo[b][1,4]dioxin-5-yl) piperidin-1-yl) methyl)-3-((S)-oxetan-2-ylmethyl)-3H-imidazo[4,5-b]pyridine-5-carboxylate